NC(C[C@H](P(=O)(OC)F)NC(OCCCCCC)=O)=O Hexyl ((1S)-3-amino-1-(fluoro(methoxy)phosphoryl)-3-oxopropyl)carbamate